10-hydroxy-7-azaspiro[4.5]decan OC1CCNCC12CCCC2